ClC=1N=C(C2=C(N1)SC(=N2)CCNC(OCC2=CC=CC=C2)=O)Cl benzyl (2-(5,7-dichlorothiazolo[5,4-d]pyrimidin-2-yl)ethyl)carbamate